FC1=C(C=C(C(=C1)OC)F)N1N=NC(=C1)[C@H](O)C1=C(C=CC=2N1C=NC2)CC |r| rac-[1-(2,5-difluoro-4-methoxy-phenyl)-1H-[1,2,3]triazol-4-yl]-(6-ethyl-imidazo[1,5-a]pyridin-5-yl)-methanol